(2E)-1-(2-hydroxy-2-methylpropyl)-6-[(4-methylpiperazin-1-yl)methyl]-3H-1,3-benzodiazol OC(CN1CNC2=C1C=C(C=C2)CN2CCN(CC2)C)(C)C